8-((1S,2S)-2-(1-(difluoromethyl)-1H-pyrazol-3-yl)cyclopropyl)-6-(2,4-dimethoxypyrimidin-5-yl)imidazo[1,2-b]pyridazine FC(N1N=C(C=C1)[C@@H]1[C@H](C1)C=1C=2N(N=C(C1)C=1C(=NC(=NC1)OC)OC)C=CN2)F